CC1NC(COC12CCN(CC2)C(=O)OC(C)(C)C)=O tert-butyl 5-methyl-3-oxo-1-oxa-4,9-diazaspiro[5.5]undecane-9-carboxylate